decahydronaphthalene-2,5-dicarboxylic acid C1C(CCC2C(CCCC12)C(=O)O)C(=O)O